2-(3-cyclopropyl-4-(4-hydroxy-3-isopropylbenzyl)-5-methylphenoxy)acetic acid C1(CC1)C=1C=C(OCC(=O)O)C=C(C1CC1=CC(=C(C=C1)O)C(C)C)C